isononylamine C(CCCCCC(C)C)N